CCCCC/C=C/C(=O)OC(CC(=O)[O-])C[N+](C)(C)C The molecule is an O-acylcarnitine having (2E)-octenoyl as the acyl substituent. It has a role as a metabolite. It is an O-acylcarnitine, an ammonium betaine and a carboxylic ester. It derives from a carnitine.